(-)-2-(2-Methylnaphthalen-1-yl)phenyl 2-methylbenzoate CC1=C(C(=O)OC2=C(C=CC=C2)C2=C(C=CC3=CC=CC=C23)C)C=CC=C1